Methyl 5-(6-fluoro-4-(7-isopropyl-1,3-dimethyl-2-oxo-2,3-dihydro-1H-benzo[d]imidazol-5-yl)-2,2-dimethylchroman-7-yl)picolinate FC=1C=C2C(CC(OC2=CC1C=1C=CC(=NC1)C(=O)OC)(C)C)C1=CC2=C(N(C(N2C)=O)C)C(=C1)C(C)C